[C@H]12CN(C[C@H](CC1)N2)C2=CC(=NC1=C(C(=NC=C21)C2=CC(=CC1=CC=C(C(=C21)Cl)F)O)F)C#CC21CCCN1CC(C2)F 4-(4-((1R,5S)-3,8-diazabicyclo[3.2.1]octan-3-yl)-8-fluoro-2-((2-fluorotetrahydro-1H-pyrrolizin-7a(5H)-yl)ethynyl)-1,6-naphthyridin-7-yl)-5-chloro-6-fluoronaphthalen-2-ol